NC1=C(C=2C(=NC=C(C2S1)F)C=1C2=C(C=3C=NC(=NC3C1F)N1C[C@@H](CC1)N1CC(C1)N(C)C)COC2)C#N 2-Amino-4-(3-((R)-3-(3-(dimethylamino)azetidin-1-yl)pyrrolidin-1-yl)-5-fluoro-7,9-dihydrofuro[3,4-f]quinazolin-6-yl)-7-fluorothieno[3,2-c]pyridine-3-carbonitrile